C(C1=CC=CC=C1)N(C(=O)NC[C@@H](C(=O)OCC1=CC=CC=C1)NC(=O)C=1C(=C2CCN(C(C2=CC1Cl)=O)CC1CC1)Cl)C benzyl (2S)-3-[[benzyl(methyl)carbamoyl]amino]-2-[[5,7-dichloro-2-(cyclopropylmethyl)-1-oxo-3,4-dihydroisoquinoline-6-carbonyl]amino]propanoate